C(#N)[C@H](CC1=CC=C(C=C1)C=1C=CC2=C(N(C(O2)=O)CC2CCOCC2)C1)NC(=O)[C@H]1OCCCNC1 (2S)-N-[(1S)-1-Cyano-2-{4-[2-oxo-3-(tetrahydro-2H-pyran-4-ylmethyl)-2,3-dihydro-1,3-benzoxazol-5-yl]phenyl}ethyl]-1,4-oxazepane-2-carboxamide